(R)-N-(benzo[d]thiazol-5-yl)-1-((2,3-dihydrobenzofuran-5-yl)sulfonyl)pyrrolidine-3-carboxamide S1C=NC2=C1C=CC(=C2)NC(=O)[C@H]2CN(CC2)S(=O)(=O)C=2C=CC1=C(CCO1)C2